CC1=CC(=CC(=C1N)C(=O)NC)C#N 2-amino-5-cyano-N,3-dimethylbenzamide